tert-butyl (S)-4-(6,7-dichloro-1-(2-cyano-6-isopropylphenyl)-2-oxo-1,2-dihydropyrido[2,3-d]pyrimidin-4-yl)-3-methylpiperazine-1-carboxylate ClC1=CC2=C(N(C(N=C2N2[C@H](CN(CC2)C(=O)OC(C)(C)C)C)=O)C2=C(C=CC=C2C(C)C)C#N)N=C1Cl